(S)-3-(3-chloro-4-fluorophenyl)-1-(1-(7,8-difluoro-1-oxo-1,2-dihydroisoquinolin-4-yl)ethyl)-1-isobutylurea ClC=1C=C(C=CC1F)NC(N(CC(C)C)[C@@H](C)C1=CNC(C2=C(C(=CC=C12)F)F)=O)=O